4-((1-methylpyrrolidin-3-yl)amino)pyrido[3,4-d]pyridazin CN1CC(CC1)NC=1N=NC=C2C1C=NC=C2